6-((2R,4S)-2-(((S)-1-(((6-Amino-2-methylpyridin-3-yl)methyl)amino)-1-oxopropan-2-yl)carbamoyl)-4-phenylpiperidin-1-yl)hexanoic acid trifluoroacetate salt FC(C(=O)O)(F)F.NC1=CC=C(C(=N1)C)CNC([C@H](C)NC(=O)[C@@H]1N(CC[C@@H](C1)C1=CC=CC=C1)CCCCCC(=O)O)=O